C(#N)N1C[C@]2(CC2C1)NC(=O)C1=CC=C(C=C1)C1=C(C=CC=C1)SC1=CC=CC=C1 N-((1R)-3-cyano-3-azabicyclo[3.1.0]hexan-1-yl)-2'-(phenylthio)-[1,1'-biphenyl]-4-carboxamide